OC=1C=C(C=CC1C)C1=C(C(=CC=C1)O)C 3,3'-dihydroxy-4,2'-dimethylbiphenyl